O=C1C2=C(N=C(N1)C1C(CC1)C1=NC=CC=N1)N(N=C2C#N)C(C)C2CCOCC2 4-oxo-6-(2-(pyrimidin-2-yl)cyclobutyl)-1-(1-(tetrahydro-2H-pyran-4-yl)ethyl)-4,5-dihydro-1H-pyrazolo[3,4-d]pyrimidine-3-carbonitrile